2-[4-[3-(6-(5-chloropyrimidin-2-yl)-6-azaspiro[2.5]octan-2-yl)propoxy]-2-fluoro-phenyl]-1-[3-[[[(2S,3R,4R,5R)-2,3,4,5,6-pentahydroxyhexyl]amino]methyl]-azetidin-1-yl]ethanone ClC=1C=NC(=NC1)N1CCC2(C(C2)CCCOC2=CC(=C(C=C2)CC(=O)N2CC(C2)CNC[C@@H]([C@H]([C@@H]([C@@H](CO)O)O)O)O)F)CC1